2,5,9,12-tetramethyl-2,5,9,12-tetraazatetradecane CN(C)CCN(CCCN(CCN(CC)C)C)C